N-dodecyl-N-(4-trifluoroacetyl-phenyl)acetamide C(CCCCCCCCCCC)N(C(C)=O)C1=CC=C(C=C1)C(C(F)(F)F)=O